C(#N)CNC(C1=CC(=CC=C1)C1=NC(=NC=C1)NC1=CC=C(C=C1)N1CCOCC1)=O N-(cyanomethyl)-3-(2-(4-morpholinophenyl-amino)pyrimidin-4-yl)benzamide